ClC=1C=C(C=CC1Cl)C(C(CNC(OC(C)(C)C)=O)(F)F)O tert-Butyl (3-(3,4-dichlorophenyl)-2,2-difluoro-3-hydroxypropyl)carbamate